C(C)(C)NC(O[C@@H]1[C@@H](C[C@@H](C1)C1=CC(=NN1)NC=1C=2N(C=CN1)N=C(C2)COC)F)=O |o1:6,7,9| rel-(1S,2R,4R)-2-fluoro-4-(3-((2-(methoxymethyl)pyrazolo[1,5-a]pyrazin-4-yl)amino)-1H-pyrazol-5-yl)cyclopentyl isopropylcarbamate